NC1=NC=C(C=C1C=1C=C2CCNC(C2=CC1)=O)C1=CC=C(C=C1)N1C[C@@H](CC1)N(C)CC1CC1 (R)-6-(2-amino-5-(4-(3-((cyclopropylmethyl)(methyl)amino)pyrrolidin-1-yl)phenyl)pyridin-3-yl)-3,4-dihydroisoquinolin-1(2H)-one